1-tert-butyl-3-[5-cyclopropyl-4-(4,4,5,5-tetramethyl-1,3,2-dioxaborolan-2-yl)isoxazol-3-yl]pyrazolo[3,4-d]pyrimidin-4-amine C(C)(C)(C)N1N=C(C=2C1=NC=NC2N)C2=NOC(=C2B2OC(C(O2)(C)C)(C)C)C2CC2